FC1=C(C(=C(C=C1C1=NN(C2=NC(=NC=C21)N2CCN(CC2)C(C)C)C)C(F)(F)F)F)O 2,6-Difluoro-3-(6-(4-isopropylpiperazin-1-yl)-1-methyl-1H-pyrazolo[3,4-d]pyrimidin-3-yl)-5-(trifluoromethyl)phenol